1-Benzyl-3-[3-(4-chloro-2-methyl-2H-pyrazol-3-yl)-4-methoxy-phenyl]-urea C(C1=CC=CC=C1)NC(=O)NC1=CC(=C(C=C1)OC)C=1N(N=CC1Cl)C